ethyl 3-((4-methoxyphenyl)sulfonyl)-4-(1H-tetrazol-1-yl)quinoline-6-carboxylate COC1=CC=C(C=C1)S(=O)(=O)C=1C=NC2=CC=C(C=C2C1N1N=NN=C1)C(=O)OCC